ClC=1C=C2CCN(CC2=C(C1)[C@H]1N(CCC1)C(=O)OC(C)(C)C)C([C@@](C(F)(F)F)(C)O)=O tert-butyl (S)-2-(6-chloro-2-((R)-3,3,3-trifluoro-2-hydroxy-2-methylpropanoyl)-1,2,3,4-tetrahydroisoquinolin-8-yl)pyrrolidine-1-carboxylate